5-(4-(piperazine-1-carbonyl)phenyl)-N-(2-methoxyphenyl)nicotinamide N1(CCNCC1)C(=O)C1=CC=C(C=C1)C=1C=NC=C(C(=O)NC2=C(C=CC=C2)OC)C1